C(C=C(C)C)C1(C2=NCN([C@H]3[C@H](O)[C@H](O)[C@@H](CO)O3)C2=NC=N1)N 6-prenyladenosine